COC(C1=C(C(=C(C=C1)C(F)(F)F)Cl)NC1=C(C=C(C=C1)F)C=O)=O chloro-2-((4-fluoro-2-formylphenyl)amino)-4-(trifluoromethyl)-benzoic acid methyl ester